C=C=C.[Fe] iron allene